2-[[2-(4-fluorophenyl)-2-methyl-propanoyl]amino]-4-[2-methoxyethyl-[4-(5,6,7,8-tetrahydro-1,8-naphthyridin-2-yl)butyl]amino]butanoic acid FC1=CC=C(C=C1)C(C(=O)NC(C(=O)O)CCN(CCCCC1=NC=2NCCCC2C=C1)CCOC)(C)C